Cl.C12CC(CC(CC1)N2)C2=C(N(C=C2)S(NC(=O)OCC2=CC=CC=C2)(=O)=O)C(=O)OCC2=CC=CC=C2 Benzyl 3-(8-azabicyclo[3.2.1]octan-3-yl)-1-(benzyloxycarbonyl-sulfamoyl)pyrrole-2-carboxylate hydrochloride